C1(=CC=CC=C1)S(=O)(=O)N1CC(CC1)C=1N=CNC1 4-[1-(phenylsulfonyl)pyrrolidin-3-yl]-1H-imidazol